(S)-8-methyl-N-(7-oxo-1-(5-phenyl-1H-imidazol-2-yl)nonyl)-1-oxa-2,8-diazaspiro[4.5]dec-2-ene-3-carboxamide CN1CCC2(CC(=NO2)C(=O)N[C@@H](CCCCCC(CC)=O)C=2NC(=CN2)C2=CC=CC=C2)CC1